C(C(=C)C)(=O)OCCC[Si](OC)(C)C 3-(dimethyl(methoxy)silyl)propyl methacrylate